FC1=CC(=NC=C1)N1CC(C1)(C)NC(OC(C)(C)C)=O tert-butyl N-[1-(4-fluoro-2-pyridyl)-3-methyl-azetidin-3-yl]carbamate